(Z)-(2-fluorophenyl)-7-(pyridin-2-yl)hept-6-en-1-one FC1=C(C=CC=C1)C(CCCC\C=C/C1=NC=CC=C1)=O